CN1C(C2=C(C(=C1)C1=C(OC=3C=C(OCCOCCOCCOC4CCN(CC4)C(=O)OC(C)(C)C)C=CC3)C=CC(=C1)[N+](=O)[O-])C=CN2)=O tert-butyl 4-[2-[2-[2-[3-[2-(6-methyl-7-oxo-1H-pyrrolo[2,3-c]pyridin-4-yl)-4-nitro-phenoxy]phenoxy]ethoxy]ethoxy]ethoxy]piperidine-1-carboxylate